C(CC)C1=NC(=NN1CCCCCC[Si](OCC)(OCC)OCC)CC1=CC=CC=C1 5-propyl-3-benzyl-1-[6-(triethoxysilyl)hexyl]-1,2,4-triazole